FC1=C(C=CC(=C1)F)C=1N2C(SC1)=NC(=C2)C(=O)N[C@@H]2C(N(C1=C(OC2)C=C(C(=C1)N1CC2(C1)CCOCC2)F)C)=O (S)-3-(2,4-difluorophenyl)-N-(8-fluoro-5-methyl-4-oxo-7-(7-oxa-2-azaspiro[3.5]nonan-2-yl)-2,3,4,5-tetrahydrobenzo[b][1,4]oxazepine-3-yl)imidazo[2,1-b]thiazole-6-carboxamide